N-[1-(3-chloro-2-fluorophenyl)ethyl]-3,3-difluoro-prop-2-en-1-amine ClC=1C(=C(C=CC1)C(C)NCC=C(F)F)F